ClC1=CC=C2[C@@]3(C(NC2=C1)=O)C1(N[C@H]([C@@H]3C3=C(C(=CC=C3)Cl)F)C(=O)NC3CCCCC3)CCCCC1 (3'R,4'S,5'R)-6''-chloro-4'-(3-chloro-2-fluorophenyl)-N-cyclohexyl-2''-oxodispiro[cyclohexane-1,2'-pyrrolidine-3',3''-indoline]-5'-carboxamide